palladium-gold-copper [Cu].[Au].[Pd]